N-(6-(1-methyl-1H-pyrazol-4-yl)isoquinolin-3-yl)-1-((3-methyloxetan-3-yl)methyl)piperidine-4-carboxamide CN1N=CC(=C1)C=1C=C2C=C(N=CC2=CC1)NC(=O)C1CCN(CC1)CC1(COC1)C